O1CCC(CC1)CCN1C[C@@H]2[C@H](C1)CC(C2)NC=2N=NC(=CC2)C2=C(C(=CC(=C2)F)F)F (3aR,5s,6aS)-2-(2-(tetrahydro-2H-pyran-4-yl)ethyl)-N-(6-(2,3,5-trifluorophenyl)pyridazin-3-yl)octahydrocyclopenta[c]pyrrol-5-amine